CC=1C=C(C=CC1C)C1=CC=C2C=C(C(NC2=N1)=O)C(=O)NC1CS(C=C1)(=O)=O 7-(3,4-dimethylphenyl)-N-(1,1-dioxido-2,3-dihydrothiophen-3-yl)-2-oxo-1,2-dihydro-1,8-naphthyridine-3-carboxamide